N1C(=NC=C1)C(C=O)C=O 2-(1H-IMIDAZOL-2-YL)-MALONALDEHYDE